CN1N=CC(=C1)C=1N=C2CCCNC2=CC1 6-(1-methyl-1H-pyrazol-4-yl)-1,2,3,4-tetrahydro-1,5-naphthyridine